CN(C([C@H](CC(=O)O)NC(=O)OCC1C2=CC=CC=C2C=2C=CC=CC12)=O)C (3S)-4-(dimethylamino)-3-[9H-fluoren-9-ylmethoxycarbonylamino]-4-oxobutanoic acid